2-(2,6-dichloropyridin-4-yl)-5-methoxybenzoic acid ClC1=NC(=CC(=C1)C1=C(C(=O)O)C=C(C=C1)OC)Cl